dicyclopentenyloxyethyl α-methallyloxymethylacrylate C(C(C)=C)OCC(C(=O)OCC(OC1=CCCC1)OC1=CCCC1)=C